azobis-(2-methylpropionate) N(=NC(C(=O)[O-])(C)C)C(C(=O)[O-])(C)C